N-(7-(pyridin-3-yl)quinazolin-4-yl)benzo[d]thiazol-5-amine N1=CC(=CC=C1)C1=CC=C2C(=NC=NC2=C1)NC=1C=CC2=C(N=CS2)C1